ClC1=C(C=C(CN2C(C3=CC(=CC=C3C2)C2=NC(=NC=C2)S(=O)(=O)C)=O)C=C1)F 2-(4-chloro-3-fluorobenzyl)-6-(2-(methylsulfonyl)pyrimidin-4-yl)isoindolin-1-one